FC1=C2C(CCOC2=CC(=C1)F)OC1=CC(=CC=2NC(=NC21)C)C(=O)N(C)C 4-((5,7-difluorochroman-4-yl)oxy)-N,N,2-trimethyl-1H-benzo[d]imidazole-6-formamide